2-(4-(3-(3-(6-(8-(Benzo[d]thiazol-2-ylcarbamoyl)-3,4-dihydroisoquinolin-2(1H)-yl)-2-(tert-butoxycarbonyl)pyridin-3-yl)-2-methylphenoxy)propyl)piperidin-1-yl)acetic acid S1C(=NC2=C1C=CC=C2)NC(=O)C=2C=CC=C1CCN(CC21)C2=CC=C(C(=N2)C(=O)OC(C)(C)C)C=2C(=C(OCCCC1CCN(CC1)CC(=O)O)C=CC2)C